ClC=1C=C(C=CC1F)NC1=NC=NC2=CC(=C(C=C12)OC1=CC(=CC=C1)Cl)OC N-(3-chloro-4-fluorophenyl)-6-(3-chlorophenoxy)-7-methoxyquinazolin-4-amine